COC=1C=C(C=CC1OC)C1=NC=2C(=NC(=CC2C)C=2CCN(CC2)C(=O)OC(C)(C)C)N1C tert-butyl 4-(2-(3,4-dimethoxyphenyl)-3,7-dimethyl-3H-imidazo[4,5-b]pyridin-5-yl)-3,6-dihydropyridine-1(2H)-carboxylate